ClC1=CC=C(C(=N1)C(=O)O)NC(C)C=1C=C(C=C2C(C=C(OC12)C1=CC2=CN(N=C2C(=C1)C)C)=O)C(F)(F)F 6-Chloro-3-[1-[2-(2,7-dimethylindazol-5-yl)-4-oxo-6-(trifluoromethyl)chromen-8-yl]ethylamino]pyridine-2-carboxylic acid